(3R,6S)-cyclohexylmethyl 8-(3,3-diphenylpropyl)-3-(3-guanidinopropyl)-6-methyl-4,7-dioxohexahydropyrazino[2,1-c][1,2,4]oxadiazine-1(6H)-carboxylate C1(=CC=CC=C1)C(CCN1CC2N(O[C@@H](C(N2[C@H](C1=O)C)=O)CCCNC(=N)N)C(=O)OCC1CCCCC1)C1=CC=CC=C1